2-methyl-6-(2,3,5,6-tetrafluoro-4'-((isopropylamino)methyl)-[1,1'-biphenyl]-4-yl)-1H-benzo[d]imidazole-4-carboxylic acid CC1=NC2=C(N1)C=C(C=C2C(=O)O)C2=C(C(=C(C(=C2F)F)C2=CC=C(C=C2)CNC(C)C)F)F